methyl 2-(5-(2-fluoro-3'-methoxy-[1,1'-biphenyl]-4-carboxamido)-6-oxo-2-phenylpyrimidin-1(6H)-yl)acetate FC1=C(C=CC(=C1)C(=O)NC1=CN=C(N(C1=O)CC(=O)OC)C1=CC=CC=C1)C1=CC(=CC=C1)OC